[N+](=O)([O-])C1=CC=C(CC2OC2)C=C1 2-(4-nitrobenzyl)oxirane